(S)-2-(dibenzylamino)-3,3-dimethylbutyrate C(C1=CC=CC=C1)N([C@H](C(=O)[O-])C(C)(C)C)CC1=CC=CC=C1